(R)-6-chloro-3-((1-(3,6-dimethyl-4-oxo-2-(2-oxa-6-azaspiro[3.3]heptan-6-yl)-3,4-dihydroquinazolin-8-yl)ethyl)amino)-N-(methylsulfonyl)picolinamide ClC1=CC=C(C(=N1)C(=O)NS(=O)(=O)C)N[C@H](C)C=1C=C(C=C2C(N(C(=NC12)N1CC2(COC2)C1)C)=O)C